R,R-Butane-2,3-diol C[C@H]([C@@H](C)O)O